F[C@H]1C[C@H](N2N=C(N=C21)C(=O)N(C)OC)CCC cis-7-fluoro-N-methoxy-N-methyl-5-propyl-6,7-dihydro-5H-pyrrolo[1,2-b][1,2,4]triazole-2-carboxamide